F[C@H]1[C@H](C1)NC(=O)C=1C=NN2C1N=C(C=C2NC)NC=2C(N(C=CC2)C)=O N-((1S,2R)-2-fluorocyclopropyl)-5-((1-methyl-2-oxo-1,2-dihydropyridin-3-yl)amino)-7-(methylamino)pyrazolo[1,5-a]pyrimidine-3-carboxamide